S(=O)(=O)(O)[O-].C(C)N1C=[N+](C=C1)C 1-Ethyl-3-methylimidazolium hydrogensulfat